C[C@]1(CN(CCC1)C1=NC(=CC=C1)S(NC1=NC(=C(C=C1)C(F)(F)F)C1=C(C=CC=C1)C)(=O)=O)C(=O)O (3S)-3-methyl-1-(6-{[6-(2-methylphenyl)-5-(trifluoromethyl)pyridin-2-yl]sulfamoyl}pyridin-2-yl)piperidine-3-carboxylic acid